N-((1-(4-(trifluoromethyl)-phenyl)-1,2,3,4-tetrahydro-quinolin-3-yl)methyl)-methanesulfonamide FC(C1=CC=C(C=C1)N1CC(CC2=CC=CC=C12)CNS(=O)(=O)C)(F)F